2-chloro-7,9-dihydro-8H-purin-8-one ClC1=NC=C2NC(NC2=N1)=O